COCC(CN)(C)C 3-methoxy-2,2-dimethylpropylamine